N1C(=NC2=C1C=CC=C2)C(N2C(C1=C(CC2)SC(=C1)Br)=O)C1=C(C=CC(=C1)F)OC 5-[1H-benzimidazol-2-yl-(5-fluoro-2-methoxy-phenyl)methyl]-2-bromo-6,7-dihydrothieno[3,2-c]pyridin-4-one